1-(3-(4-fluorophenyl)prop-2-yn-1-yl)-1H-indole FC1=CC=C(C=C1)C#CCN1C=CC2=CC=CC=C12